CC=1C=C(C=C2C(NC(=NC12)C=1C=C2C(=NC1)C=CS2)=O)CCN2CCOCCC2 8-Methyl-6-(2-[1,4]oxazepan-4-yl-ethyl)-2-thieno[3,2-b]pyridin-6-yl-3H-quinazolin-4-one